O=C(CCC=1N=C(N(C1)C1=CC=CC=C1)C1=C(C(=O)N)C=CC=C1C=1C=NNC1)NC1=CC=CC=C1 (4-(3-oxo-3-(phenylamino)propyl)-1-phenyl-1H-imidazol-2-yl)-3-(1H-pyrazol-4-yl)benzamide